N-(methyl-d3)-4-((5-methyl-2-(trifluoromethyl)-4,5-dihydro-[1,2,4]triazolo[1,5-a]quinoxalin-6-yl)amino)pyridazine-3-carboxamide C(NC(=O)C=1N=NC=CC1NC1=C2N(CC=3N(C2=CC=C1)N=C(N3)C(F)(F)F)C)([2H])([2H])[2H]